Natrium (S)-3-(3-(1,6-Dimethyl-4-oxido-2-oxo-1,2-dihydropyridin-3-yl)ureido)-3-(4-fluoro-3'-methoxybiphenyl-3-yl)propanoat CN1C(C(=C(C=C1C)[O-])NC(N[C@@H](CC(=O)[O-])C=1C=C(C=CC1F)C1=CC(=CC=C1)OC)=O)=O.[Na+].[Na+]